2,5-dimethylthiophene-3-sulfonamide CC=1SC(=CC1S(=O)(=O)N)C